(4R,5R)-5-amino-7-ethyl-4-(4-fluorophenyl)-3-(hydroxymethyl)-1-phenyl-4H,5H-pyrazolo[3,4-b]pyridin-6-one N[C@@H]1[C@@H](C2=C(N(C1=O)CC)N(N=C2CO)C2=CC=CC=C2)C2=CC=C(C=C2)F